(Ferrocene), Ferrocenium salt C1C=CC=C1.[CH-]1C=CC=C1.[Fe+2].[CH-]1C=CC=C1.[CH-]1C=CC=C1.[Fe+2]